1-methyl-4-oxo-2-(trifluoromethyl)-1,4-dihydroquinoline-7-carboxylic acid methyl ester COC(=O)C1=CC=C2C(C=C(N(C2=C1)C)C(F)(F)F)=O